OC(C)(C)C1=NN(C=C1)C1=CC=NC=C1C#N 4-(3-(2-hydroxypropan-2-yl)-1H-pyrazol-1-yl)nicotinonitrile